ClC1=NN(C2=NC(=NC=C21)Cl)C(C(C(O)([2H])[2H])([2H])[2H])([2H])[2H] 3-(3,6-dichloro-1H-pyrazolo[3,4-d]pyrimidin-1-yl)propan-1,1,2,2,3,3-d6-1-ol